NC1=CC=C(C=C1)[SH2](=O)C=N (S)-(4-aminophenyl)(imino)methyl-λ6-sulfanone